5-(cyclopropylmethylene)-2,2-difluorobenzo[d][1,3]dioxine C1(CC1)C=C1C=CC=C2OC(OC=C21)(F)F